ClC1=CC=CC2=C1NC(=N2)C(=O)N2C(C=1C=CC(=NC1CC2)OC)C (7-chloro-1H-benzo[d]imidazol-2-yl)(2-methoxy-5-methyl-7,8-dihydro-1,6-naphthyridin-6(5H)-yl)methanone